C1(CCCCC1)C[C@H](C1=CC=CC=C1)NC(C)=O (R)-N-(2-cyclohexyl-1-phenylethyl)acetamide